3-ethyl-3-(hexoxymethyl)oxetane C(C)C1(COC1)COCCCCCC